tert-butyl (R)-2-cyano-4-methyl-6,7-dihydropyrazolo[1,5-a]pyrazine-5(4H)-carboxylate C(#N)C1=NN2C([C@H](N(CC2)C(=O)OC(C)(C)C)C)=C1